NC1=NC(N(C=C1)C1OC(C(C1O)O)CO)=O 4-amino-1-[3,4-dihydroxy-5-(hydroxymethyl)tetrahydrofuran-2-yl]pyrimidin-2-one